1-(5-fluoro-4-(5-methyl-1,3,4-thiadiazol-2-yl)pyrimidin-2-yl)piperidine-4-carboxylic acid FC=1C(=NC(=NC1)N1CCC(CC1)C(=O)O)C=1SC(=NN1)C